OCC(C(=O)O)(C)CO 2,2-Di(hydroxymethyl)propionic acid